3-methyl-4-nitroisoxazole-5-carboxylic acid methyl ester COC(=O)C1=C(C(=NO1)C)[N+](=O)[O-]